FC1=CC=C(OC=2C=CC(=NC2)NC([C@H](C)N2C[C@@H](CCC2)C2=CNC(C(=C2)S(NC)(=O)=O)=O)=O)C=C1 (S)-N-(5-(4-fluorophenoxy)pyridin-2-yl)-2-((S)-3-(5-(N-methylsulfamoyl)-6-oxo-1,6-dihydropyridin-3-yl)piperidin-1-yl)propionamide